1H-quinoline-6-carboxamide N1CC=CC2=CC(=CC=C12)C(=O)N